NC1=CC=C(C=C1)C1=NN(C(=C1C(=O)N)NC1=CC=C(C=C1)C#N)C(C)(C)C 3-(4-aminophenyl)-1-tert-butyl-5-[(4-cyanophenyl)amino]-1H-pyrazole-4-carboxamide